CC1=CC=C(C=2C[Se]CC21)C 4,7-dimethyl-1,3-dihydrobenzo[c]selenophene